1-bromo-3-((difluoromethyl)sulfinyl)-2-methylbenzene BrC1=C(C(=CC=C1)S(=O)C(F)F)C